p-sulfophenylalanine tert-Butyl-5-bromo-6-hydroxy-3,4-dihydro-1H-isoquinoline-2-carboxylate C(C)(C)(C)C1N(CCC2=C(C(=CC=C12)O)Br)C(=O)O.S(=O)(=O)(O)C1=CC=C(C[C@H](N)C(=O)O)C=C1